(R,Z)-3-((3-butyl-2-methyl-5-(3-methyloxetan-3-yl)-7-(methylthio)-1,1-dioxido-2,3,4,5-tetrahydrobenzo[f][1,2,5]thiadiazepin-8-yl)oxy)-2-fluoroacrylic acid C(CCC)[C@H]1N(S(C2=C(N(C1)C1(COC1)C)C=C(C(=C2)O\C=C(\C(=O)O)/F)SC)(=O)=O)C